r-cyclohexanol C1(CCCCC1)O